8-nitro-4-((2-(trimethylsilyl)ethoxy)methyl)-[1,2,4]triazolo[4,3-a]quinazolin-5(4H)-one [N+](=O)([O-])C1=CC=C2C(N(C=3N(C2=C1)C=NN3)COCC[Si](C)(C)C)=O